6-(3,3-difluorocyclobutoxy)pyridine lithium indeneate C1(C=CC2=CC=CC=C12)C(=O)[O-].[Li+].FC1(CC(C1)OC1=CC=CC=N1)F